ClCC(=O)NCCCCCCNC(CN1CCN(CCN(CCN(CC1)CC(=O)O)CC(=O)O)CC(=O)O)=O 2,2',2''-(10-(2-((6-(2-Chloroacetamido)hexyl)amino)-2-oxoethyl)-1,4,7,10-tetraazacyclododecane-1,4,7-triyl)triacetic acid